(S)-2-(6-chloro-2-(6-methylnicotinoyl)-1,2,3,4-tetrahydroisoquinolin-8-yl)pyrrolidin ClC=1C=C2CCN(CC2=C(C1)[C@H]1NCCC1)C(C1=CN=C(C=C1)C)=O